N-[4-(9H-carbazol-9-yl)phenyl]-N-(1,1'-biphenyl-2-yl)-9,9'-spirobi[9H-fluorene]-2-amine C1=CC=CC=2C3=CC=CC=C3N(C12)C1=CC=C(C=C1)N(C1=CC=2C3(C4=CC=CC=C4C2C=C1)C1=CC=CC=C1C=1C=CC=CC13)C1=C(C=CC=C1)C1=CC=CC=C1